C(C)OC(=O)C=1C(=NC(=NC1)SC)N[C@@H]1C[C@H](C1)C(N)=O 4-((trans-3-carbamoyl-cyclobutyl)amino)-2-(methylthio)pyrimidine-5-carboxylic acid ethyl ester